1-(1-cyclopropyl-3-(1-hydroxyethyl)-1H-pyrazol-4-yl)-6-fluoro-2-methylquinolin-4(1H)-one C1(CC1)N1N=C(C(=C1)N1C(=CC(C2=CC(=CC=C12)F)=O)C)C(C)O